CO[Si]1(NCCC1)OC 2,2-dimethoxy-1-aza-2-silacyclopentane